N1(CCCC2=CC=CC=C12)C1=NC=2N(C3=CC(=CC=C13)[N+](=O)[O-])C=NN2 5-(3,4-dihydroquinolin-1(2H)-yl)-8-nitro-[1,2,4]triazolo[4,3-a]quinazoline